2-(1,2,3-benzotriazol-2-yl)-4-methyl-6-[2-methyl-3-(2,2,4,6,6-pentamethyl-3,5-dioxa-2,4,6-trisilahept-4-yl)propyl]phenol N=1N(N=C2C1C=CC=C2)C2=C(C(=CC(=C2)C)CC(C[Si](O[Si](C)(C)C)(O[Si](C)(C)C)C)C)O